2-(naphthalen-2-yl)-4,7-diphenyl-1,10-phenanthroline C1=C(C=CC2=CC=CC=C12)C1=NC2=C3N=CC=C(C3=CC=C2C(=C1)C1=CC=CC=C1)C1=CC=CC=C1